N1=C(C=CC=C1)NC1CCC(CC1)N N1-(pyridin-2-yl)cyclohexane-1,4-diamine